BrC1=NN(C(=N1)CBr)C=C 3-bromo-5-(bromomethyl)-1-vinyl-1H-1,2,4-triazole